acetyl-ruthenium nitrate [N+](=O)([O-])[O-].C(C)(=O)[Ru+2].[N+](=O)([O-])[O-]